C(CCC)O[Ti+3] n-butoxytitanium(IV)